10H-spiro[acridine-9,9-xanthene] C1=CC=CC=2OC3=CC=CC=C3C3(C12)C1=CC=CC=C1NC=1C=CC=CC13